CC=1C=C(C=C(C1)C)C1=NOC(=N1)C1=CC2=C(N(N=N2)CCC)C=C1 5-[3-(3,5-dimethylphenyl)-1,2,4-oxadiazol-5-yl]-1-propyl-1H-1,2,3-benzotriazole